FC1=C(OC2=C3C=CC(=CC3=CC=C2)C(=O)NC(C)C)C=CC(=C1)C(F)(F)F 5-(2-fluoro-4-(trifluoromethyl)phenoxy)-N-isopropyl-2-naphthamide